ClC1=CC=C(CNC(=O)NC2=CC=C(C=C2)[C@@H]2N(C(CN(C2)C)=O)C)C=C1 (S)-1-(4-chlorobenzyl)-3-(4-(1,4-dimethyl-6-oxopiperazin-2-yl)phenyl)urea